(dimethyl-vinyl-siloxy)silane C[Si](O[SiH3])(C=C)C